8-(trans-2-(4,4-Difluorocyclohexyl)cyclopropyl)-9-(4-((1-(3-fluoropropyl)azetidin-3-yliden)methyl)phenyl)-6,7-dihydro-5H-benzo[7]annulen FC1(CCC(CC1)[C@H]1[C@@H](C1)C=1CCCC2=C(C1C1=CC=C(C=C1)C=C1CN(C1)CCCF)C=CC=C2)F